[NH4+].F[C@H]1[C@@H](C[C@@H](OC1)C(=O)N1[C@H](C2=CC=CC=C2CC1)C1=CC=C(C=C1)F)O ((2r,4r,5r)-5-fluoro-4-hydroxytetrahydro-2H-pyran-2-yl)((S)-1-(4-fluorophenyl)-3,4-dihydroisoquinolin-2(1H)-yl)methanone ammonium